S(=O)(=O)(O)O.FC1=CC=C(C=C1)C1=NN2C(NN(CC2)C(C(=O)C2=CC=CC=C2)=O)=C1C1=CC=NC=C1 1-(7-(4-Fluorophenyl)-8-(pyridin-4-yl)-3,4-dihydropyrazolo[5,1-c][1,2,4]triazin-2(1H)-yl)-2-phenylethane-1,2-dione sulfate